C(C)(C)(C)OC(=O)N1CCN(CC1)C[C@]1(CC(=C(CC1)C1=CC=C(C=C1)Cl)CN1CCN(CC1)C1=CC=C(C(=O)O)C=C1)C (R)-4-(4-((4-((4-(tert-butoxycarbonyl)piperazin-1-yl)methyl)-4'-chloro-4-methyl-3,4,5,6-tetrahydro-[1,1'-biphenyl]-2-yl)methyl)piperazin-1-yl)benzoic acid